((3-(4-cyclobutylbenzyl)-1,2,4-oxadiazol-5-yl)methyl)acrylic acid C1(CCC1)C1=CC=C(CC2=NOC(=N2)CC(C(=O)O)=C)C=C1